4-cyano-4-n-butylbiphenyl C(#N)C1(CC=C(C=C1)C1=CC=CC=C1)CCCC